tert-butyl 4-[[2-chloro-6-methoxy-4-(2-methyl-1-oxo-2,7-naphthyridin-4-yl)phenyl]methylene]piperidine-1-carboxylate ClC1=C(C(=CC(=C1)C1=CN(C(C2=CN=CC=C12)=O)C)OC)C=C1CCN(CC1)C(=O)OC(C)(C)C